BrC(C(=O)Br)(C(F)(F)F)F bromotetrafluoropropionyl bromide